C1(CC1)C=1C=NC(=NC1)F 5-cyclopropyl-2-fluoro-pyrimidine